FC(C)(F)C1=NC(=CC(=N1)NC1=CC(=NC=C1OCC1=CC=NC=C1)NC(C)=O)C N-(4-((2-(1,1-difluoroethyl)-6-methylpyrimidin-4-yl)amino)-5-(pyridin-4-ylmethoxy)pyridin-2-yl)acetamide